5-(cyclopropylmethyl)-4-(4-(difluoromethoxy)phenyl)-N-methyl-2-(2-methyl-2H-indazol-5-yl)-3-oxo-3,5-dihydro-2H-pyrrolo[3,2-c]pyridazine-7-sulfonamide C1(CC1)CN1C=C(C2=NN(C(C(=C21)C2=CC=C(C=C2)OC(F)F)=O)C2=CC1=CN(N=C1C=C2)C)S(=O)(=O)NC